NC1=C2C(=NC=N1)N(N=C2C2=CC=C1C=C(NC1=C2)C(=O)NC2CC2)C(C)(C)C 6-(4-amino-1-tert-butyl-pyrazolo[3,4-d]pyrimidin-3-yl)-N-cyclopropyl-1H-indole-2-carboxamide